tert-butyl ((1R,2R)-2-(benzylamino)cyclopentyl)carbamate C(C1=CC=CC=C1)N[C@H]1[C@@H](CCC1)NC(OC(C)(C)C)=O